ClC1=C(C(=CC=C1)Cl)N1N=C(C(=C1)NC=1C=NC(=CC1)C(=O)N1CCOCC1)C(=O)N 1-(2,6-dichlorophenyl)-4-((6-(morpholine-4-carbonyl)pyridin-3-yl)amino)-1H-pyrazole-3-carboxamide